NC=1N=NC(=CC1N(CCC1=CC=C(C#N)C=C1)C)Cl 4-[2-[(3-amino-6-chloropyridazin-4-yl)(methyl)amino]ethyl]benzonitrile